9-amino-6-[2-carboxy-5-(2,5-dioxopyrrolidin-1-yl)oxycarbonylphenyl]-2,2,4-trimethyl-12-sulfo-3,4-dihydrochromeno[3,2-g]quinolin-1-ium-10-sulfonate NC1=CC=C2C(=C3C=C4C(CC([NH+]=C4C(=C3OC2=C1S(=O)(=O)[O-])S(=O)(=O)O)(C)C)C)C1=C(C=CC(=C1)C(=O)ON1C(CCC1=O)=O)C(=O)O